(2r,4s)-6-((5-chloro-1-methyl-3-(5-methylisoxazol-3-yl)-1H-pyrazol-4-yl)methyl)-N-(3,3-dimethylbutyl)-6-azaspiro[3.4]octan-2-amine ClC1=C(C(=NN1C)C1=NOC(=C1)C)CN1CC2(CC(C2)NCCC(C)(C)C)CC1